FC1=C(C=CC=C1CC1N(CC2(CC2)C1NS(=O)(=O)C)C(=O)N1CC(C1)F)C1=CC=CC=C1 N-(6-((2-fluoro-[1,1'-biphenyl]-3-yl)methyl)-5-(3-fluoroazetidine-1-carbonyl)-5-azaspiro[2.4]heptan-7-yl)methanesulfonamide